4-(3-(2-methoxy-2-oxoethyl)-4-nitrophenyl)piperazine-1-carboxylic acid tert-butyl ester C(C)(C)(C)OC(=O)N1CCN(CC1)C1=CC(=C(C=C1)[N+](=O)[O-])CC(=O)OC